OCC(CCC1=CC=2N(C=C1)C(=CN2)C(=O)OCC)(C)C ethyl 7-(4-hydroxy-3,3-dimethyl-butyl)imidazo[1,2-a]pyridine-3-carboxylate